N-((2-(6-((cis)-2,6-dimethylmorpholino)-4-fluoropyridin-2-yl)-1,6-naphthyridin-7-yl)methyl)-3-((2-hydroxyethyl)sulfonyl)-4-(methyl-d3)benzamide C[C@@H]1O[C@@H](CN(C1)C1=CC(=CC(=N1)C1=NC2=CC(=NC=C2C=C1)CNC(C1=CC(=C(C=C1)C([2H])([2H])[2H])S(=O)(=O)CCO)=O)F)C